(1S,4S)-N-(4-hydroxyphenyl)-2,5-diazabicyclo[2.2.1]Heptane-2-carboxamide OC1=CC=C(C=C1)NC(=O)N1[C@@H]2CN[C@H](C1)C2